1-trifluoromethyl-1,3-dihydro-3,3-dimethyl-1,2-benziodoxole FC(I1OC(C2=C1C=CC=C2)(C)C)(F)F